(-)-menthyl acetoacetate C[C@@H]1CC[C@H]([C@@H](C1)OC(=O)CC(=O)C)C(C)C